C1(CC1)C(=O)C=1N=C2N(N1)[C@@H](CC2([2H])[2H])C2=CC=CC=C2 cyclopropyl-[(5S)-7,7-dideuterio-5-phenyl-5,6-dihydropyrrolo[1,2-b][1,2,4]triazol-2-yl]methanone